[N-(4-Amino-5-benzoylthiazol-2-yl)-3-chloro-4-(trifluoromethoxy)anilino]propanamid NC=1N=C(SC1C(C1=CC=CC=C1)=O)N(C1=CC(=C(C=C1)OC(F)(F)F)Cl)C(C(=O)N)C